N-[4-(5,7-dimethyl-4-oxo-3-phenyl-4,5-dihydro-1H-pyrrolo[3,2-c]pyridin-2-yl)pyridin-2-yl]-4,4-difluoro-2-(4-fluorophenyl)butanamide CN1C(C2=C(C(=C1)C)NC(=C2C2=CC=CC=C2)C2=CC(=NC=C2)NC(C(CC(F)F)C2=CC=C(C=C2)F)=O)=O